CN1N=CC=C1C=1C=2N(N=C(C1)N1CC3CCC(C1)O3)C(=CN2)C2=NN(C=C2)C2OCCCC2 3-(8-(1-methyl-1H-pyrazol-5-yl)-3-(1-(tetrahydro-2H-pyran-2-yl)-1H-pyrazol-3-yl)imidazo[1,2-b]pyridazin-6-yl)-8-oxa-3-azabicyclo[3.2.1]octane